tert-butyl 3-amino-5-cyclopropylpyrazole-1-carboxylate NC1=NN(C(=C1)C1CC1)C(=O)OC(C)(C)C